5-(1-Methyl-1H-pyrazol-3-yl)-N-{[(5R)-2-oxo-1,3-oxazolidin-5-yl]methyl}-6-[4-(trifluoromethyl)phenoxy]pyridine-3-carboxamide CN1N=C(C=C1)C=1C=C(C=NC1OC1=CC=C(C=C1)C(F)(F)F)C(=O)NC[C@@H]1CNC(O1)=O